C(#N)C1=CC(=C(C=C1)CCCC(=O)O)NC(=O)[C@H]1[C@]2(C1)CCOC1=CC=C(C=C12)C=1OC=CN1 4-[4-cyano-2-({[(2'R,4S)-6-(1,3-oxazol-2-yl)-2,3-dihydrospiro[chromen-4,1'-cyclopropane]-2'-yl]carbonyl}amino)phenyl]butanoic acid